NC1(C(N(CCC1)C(=O)OC(C)(C)C)CC=1C=C(C=CC1)C1=CC=CC=C1)C#CC(=O)OC tert-butyl 3-amino-2-({[1,1'-biphenyl]-3-yl}methyl)-3-(3-methoxy-3-oxoprop-1-yn-1-yl)piperidine-1-carboxylate